C(=C)C1CCCCO1 6-vinyltetrahydro-2H-pyran